N-(3-cyano-1H-indazol-7-yl)-1,3-thiazole-5-sulfonamide C(#N)C1=NNC2=C(C=CC=C12)NS(=O)(=O)C1=CN=CS1